N1(C=NC=C1)C(=O)OC(CCCOC(CCC(OCCCC\C=C/CC)OCCCC\C=C/CC)=O)CCCOC(CCCCCCC\C=C/C\C=C/CCCCC)=O 1-((4,4-bis(((Z)-oct-5-en-1-yl)oxy)butanoyl)oxy)-7-(((9Z,12Z)-octadeca-9,12-dienoyl)oxy)heptan-4-yl 1H-imidazole-1-carboxylate